rac-(1S*,2S*)-N-(6-((2R,4S)-2-(6-cyclopropylimidazo[1,2-a]pyridin-2-yl)-4-hydroxypyrrolidin-1-yl)pyrimidin-4-yl)-2-(4-methylpyridin-2-yl)cyclopropane-1-carboxamide C1(CC1)C=1C=CC=2N(C1)C=C(N2)[C@@H]2N(C[C@H](C2)O)C2=CC(=NC=N2)NC(=O)[C@@H]2[C@H](C2)C2=NC=CC(=C2)C |&1:27,28|